5-fluoro-N-isopropyl-N-methyl-2-(2-oxo-1-(piperidin-4-yl)-1,2-dihydro-3H-imidazo[4,5-c]pyridin-3-yl)benzamide hydrochloride salt Cl.FC=1C=CC(=C(C(=O)N(C)C(C)C)C1)N1C(N(C2=C1C=NC=C2)C2CCNCC2)=O